C1[C@H]([C@H]([C@H](O[C@]1(C(=O)O)O[C@@H]2C[C@@](O[C@@H]([C@@H]2O[C@@H]3[C@H]([C@H]([C@@H]([C@H](O3)[C@H](CO)O)OP(=O)(O)O)O[C@@H]4[C@H]([C@H]([C@@H]([C@H](O4)[C@H](CO)O)O)O[C@@H]5[C@@H]([C@H]([C@@H]([C@H](O5)CO)O)O)O)O)O)[C@@H](CO)O)(C(=O)O)OC[C@@H]6[C@H]([C@@H]([C@H]([C@@H](O6)OC[C@@H]7[C@H]([C@@H]([C@H]([C@H](O7)OP(=O)(O)O)N)O)O)N)O)OP(=O)(O)O)[C@@H](CO)O)O)O The molecule is an amino octasaccharide made up from one alpha-D-glucose residue, two monophosphorylated L-alpha-D-Hep residues, two alpha-Kdo residues and two monophosphorylated alpha-D-glucosamine residues (one of which is at the reducing end). It is an amino octasaccharide, a glucosamine oligosaccharide and an oligosaccharide phosphate.